(R)-N-(4-(1-methyl-2-oxo-1,2,3,4-tetrahydroquinolin-6-yl)-5,6,7,8-tetrahydroisoquinolin-8-yl)propionamide CN1C(CCC2=CC(=CC=C12)C1=CN=CC=2[C@@H](CCCC12)NC(CC)=O)=O